O1CCOCC1 Para-dioxane